BrC1=C(SC=2N3C(C(OCC21)CC(=O)OC(C)(C)C)=NN=C3C)C tert-butyl 2-(3-bromo-2,9-dimethyl-4H,6H-thieno[2,3-e][1,2,4]triazolo[3,4-c][1,4]oxazepin-6-yl)acetate